NC1=CC=C(C(=N1)CC)C=1C=CC=C2CCC(N(C12)C)=O 8-(6-amino-2-ethylpyridin-3-yl)-1-methyl-3,4-dihydroquinolin-2(1H)-one